OC1=CC=C(C=C1)C(C)(C)C1=CC=C(C=C1)C(C)(C)C1=CC=C(C=C1)O α,α'-bis-(4-hydroxyphenyl)-p-diisopropylbenzene